BrC=1C(=C(C=O)C(=CC1)O[Si](C1=CC=CC=C1)(C1=CC=CC=C1)C(C)(C)C)OC 3-bromo-6-[tert-butyl(diphenyl)silyl]oxy-2-methoxy-benzaldehyde